FC1=CC(=NC=C1)C#N 4-fluoropicolinonitrile